BrC1=CC=C(C=C1)CC(=O)N1CC(CCC1CC)C(=O)OCC ethyl 1-(2-(4-bromophenyl)acetyl)-6-ethylpiperidine-3-carboxylate